FC1(CCN(CC1)C1=C(C=CC(=C1)[N+](=O)[O-])C=1OC=CN1)F 2-(2-(4,4-difluoropiperidin-1-yl)-4-nitrophenyl)oxazole